(5R,6S,7S)-3a-(3-((5-chloro-4-methylthiophen-2-yl)methyl)phenyl)-5-(hydroxymethyl)-2-methyl-5,6,7,7a-tetrahydro-3aH-pyrano[2,3-d]oxazole-6,7-diol ClC1=C(C=C(S1)CC=1C=C(C=CC1)C12N=C(OC1[C@H]([C@@H]([C@H](O2)CO)O)O)C)C